(3-methylphenyl)butyrolactone CC=1C=C(C=CC1)C1C(=O)OCC1